C(C)(=O)O.N[C@@H](CC1=CC=C(C=C1)O)C(=O)N[C@H](C)C(=O)NCC(=O)N[C@@H](CC1=CC=CC=C1)C(=O)N[C@@H](CC(C)C)C(=O)N[C@@H](CCCNC(N)=N)C(=O)N[C@@H](CCCNC(N)=N)C(=O)N L-tyrosyl-D-alanyl-L-glycyl-L-phenylalanyl-L-leucyl-L-arginyl-L-arginamide acetate salt